5-(1-((2-(3-(2,2-difluoroethyl)ureido)pyridin-4-yl)methyl)piperidin-4-yl)-N,6-dimethylpicolinamide FC(CNC(NC1=NC=CC(=C1)CN1CCC(CC1)C=1C=CC(=NC1C)C(=O)NC)=O)F